[4'-(carbazole-9-yl)-4-biphenylyl]boronic acid C1=CC=CC=2C3=CC=CC=C3N(C12)C1=CC=C(C=C1)C1=CC=C(C=C1)B(O)O